CC1=NN=C(C2=CC(=CC=C12)N1CCN(CC1)CCCCC=O)N[C@H](C)C1=C(C(=CC=C1)C(F)(F)F)C (R)-5-(4-(1-methyl-4-((1-(2-methyl-3-(trifluoromethyl)phenyl)-ethyl)amino)phthalazin-6-yl)piperazin-1-yl)pentanal